cyclopentadienyl-ruthenium chloride C1(C=CC=C1)[Ru](Cl)Cl